(2R)-3-[[4-[2-hydroxy-4-(trifluoromethyl)phenyl]-7-methyl-phthalazin-1-yl]amino]propane-1,2-diol OC1=C(C=CC(=C1)C(F)(F)F)C1=NN=C(C2=CC(=CC=C12)C)NC[C@H](CO)O